C=1C(=CN2C=CC=CC12)C(=O)N1CC=2C(CC1)=NNC2C(=O)O 5-(indolizine-2-carbonyl)-2H,4H,5H,6H,7H-pyrazolo[4,3-c]pyridine-3-carboxylic acid